(S)-Methyl 3-((R)-1,1-dimethylethylsulfinamido)-3-(8-(prop-1-yn-1-yl) dibenzo(b,d)furan-2-yl)butanoate CC(C)(C)[S@@](=O)N[C@](CC(=O)OC)(C)C1=CC2=C(OC3=C2C=C(C=C3)C#CC)C=C1